3-(2-(3-hydroxyphenyl)-6-(phenylsulfonyl)imidazo[4,5-d]Pyrrolo[2,3-b]Pyridin-1(6H)-yl)-N-(2,2,2-trifluoroethyl)pyrrolidine-1-carboxamide OC=1C=C(C=CC1)C1=NC=2C(=C3C(=NC2)N(C=C3)S(=O)(=O)C3=CC=CC=C3)N1C1CN(CC1)C(=O)NCC(F)(F)F